C(C)N1CC2(OC3(CC3)C1=O)CCN(CC2)CC=2C=NC=CC2 12-Ethyl-8-(pyridin-3-ylmethyl)-4-oxa-8,12-diazadispiro[2.1.5.3]tridecan-13-on